C(C)(C)(C)C=1C=C(NN1)NC(=O)NC1=CC=C(C=C1)N1C=NC2=C1C=CC(=C2)OCC#N 1-(5-tert-butyl-2H-pyrazol-3-yl)-3-[4-(5-cyanomethoxy-benzoimidazol-1-yl)-phenyl]-urea